3-((3-((7-(Spiro[3.3]heptan-2-ylamino)heptyl)amino)phenyl)amino)piperidine-2,6-dione C1C(CC12CCC2)NCCCCCCCNC=2C=C(C=CC2)NC2C(NC(CC2)=O)=O